tert-butyl 4-(2-chloro-6-hydroxyphenyl)piperidine-1-carboxylate ClC1=C(C(=CC=C1)O)C1CCN(CC1)C(=O)OC(C)(C)C